N-(4-amino-3,4-dioxo-1-phenylbutan-2-yl)-3-(6,7-dimethoxyquinolin-4-yl)-1-methyl-1H-pyrazole-4-carboxamide NC(C(C(CC1=CC=CC=C1)NC(=O)C=1C(=NN(C1)C)C1=CC=NC2=CC(=C(C=C12)OC)OC)=O)=O